P(OCC)(OCC)(SCCSCC)=O O,O-diethyl S-(2-(ethylthio)ethyl) phosphorothioate